(5-bromo-3-methoxypyridin-2-yl)-N-(3-fluoro-2,2,6,6-tetramethylpiperidin-4-yl)pyridazin-3-amine BrC=1C=C(C(=NC1)C1=C(N=NC=C1)NC1C(C(NC(C1)(C)C)(C)C)F)OC